2-(((1-(2-((tert-butyldimethylsilyl)oxy)ethyl)piperidin-4-yl)thio)methyl)-7-(cyclopropylmethoxy)-5-fluoroquinazolin-4(3H)-one [Si](C)(C)(C(C)(C)C)OCCN1CCC(CC1)SCC1=NC2=CC(=CC(=C2C(N1)=O)F)OCC1CC1